(E)-3-(3-Fluoro-4-hydroxyphenyl)-1-[4-(4-hydroxypiperidin-1-yl)phenyl]prop-2-en-1-one FC=1C=C(C=CC1O)/C=C/C(=O)C1=CC=C(C=C1)N1CCC(CC1)O